1-(2-methoxyethyl)-1H-indole-2-carboxylate COCCN1C(=CC2=CC=CC=C12)C(=O)[O-]